BrC1=CC=C(C(=N1)C=O)N1C[C@H](CC1)OC=1SC=C(N1)C(F)(F)F (S)-6-bromo-3-(3-(4-(trifluoromethyl)thiazol-2-yloxy)pyrrolidin-1-yl)pyridinecarbaldehyde